(R)-6-(2-Benzyl-4-(methylsulfonyl)piperazin-1-yl)-1-ethyl-3-iodo-1H-pyrazolo[3,4-d]pyrimidine C(C1=CC=CC=C1)[C@H]1N(CCN(C1)S(=O)(=O)C)C1=NC=C2C(=N1)N(N=C2I)CC